BrC1=CC(=C(C=C1C)C(C)(C)O)CO 2-[4-bromo-2-(hydroxymethyl)-5-methylphenyl]propan-2-ol